4-[(3,4-dimethoxyphenyl)methyl]-2-(2-methyl-2H-indazol-6-yl)-6-(2,2,2-trifluoroethoxy)-3H,4H-pyrido[2,3-b]pyrazin-3-one COC=1C=C(C=CC1OC)CN1C2=C(N=C(C1=O)C=1C=CC3=CN(N=C3C1)C)C=CC(=N2)OCC(F)(F)F